4-(3-Chloro-2-fluoro-6-methoxyphenyl)-N-(5-(((R)-1-hydroxypropan-2-yl)oxy)thiazolo[5,4-d]pyrimidin-2-yl)-6-methylnicotinamide ClC=1C(=C(C(=CC1)OC)C1=CC(=NC=C1C(=O)NC=1SC=2N=C(N=CC2N1)O[C@@H](CO)C)C)F